(Oxolan-2-yl)methanol O1C(CCC1)CO